4-[1-(3,4-dichlorophenyl)-1H-pyrazol-3-yloxy]-N-(2-methoxyethyl)-N-methylbutan-1-amine oxalate C(C(=O)O)(=O)O.ClC=1C=C(C=CC1Cl)N1N=C(C=C1)OCCCCN(C)CCOC